tert-Butyl 2-(chloromethyl)-2-formylpyrrolidine-1-carboxylate ClCC1(N(CCC1)C(=O)OC(C)(C)C)C=O